ClC1=CC=C(C=C1)C(C1=C(C=NN1C)C=1C(=CC(N(C1)C)=O)/C=C/C(=O)OCC)O ethyl (E)-3-(5-(5-((4-chlorophenyl)(hydroxy)methyl)-1-methyl-1H-pyrazol-4-yl)-1-methyl-2-oxo-1,2-dihydropyridin-4-yl)acrylate